6-[3-(methoxycarbonyl)-5-(5-methyl-1,3-thiazol-2-yl)phenoxy]-2-azaspiro[3.3]heptane-2-carboxylic acid tert-butyl ester C(C)(C)(C)OC(=O)N1CC2(C1)CC(C2)OC2=CC(=CC(=C2)C=2SC(=CN2)C)C(=O)OC